C1(CC1)N Cyclopropylamin